[1-[4-[methyl(tetrahydropyran-4-yl)amino]-5-oxido-6,7-dihydro-thieno[3,2-d]pyrimidin-5-ium-2-yl]azetidin-3-yl] 4-(methylcarbamoyl)-benzoate CNC(=O)C1=CC=C(C(=O)OC2CN(C2)C=2N=C(C3=C(N2)CC[S+]3[O-])N(C3CCOCC3)C)C=C1